C1(CC1)C([C@@H](C(=O)NC1=CC=C(C=C1)C=1C(=NNC1CC)CC)NC(=O)C=1N(N=CC1)CCCO)C1CC1 N-[(1S)-1-(dicyclopropylmethyl)-2-[4-(3,5-diethyl-1H-pyrazol-4-yl)anilino]-2-oxo-ethyl]-2-(3-hydroxypropyl)pyrazole-3-carboxamide